COC1=CC=C(CNC(=O)NCCCCC2CCN(CC2)C(C2=C(C=CC=C2)C)=O)C=C1 1-(4-methoxybenzyl)-3-(4-(1-(2-methylbenzoyl)piperidin-4-yl)butyl)urea